L-aspartyl-L-phenylalanyl-L-tyrosine N[C@@H](CC(=O)O)C(=O)N[C@@H](CC1=CC=CC=C1)C(=O)N[C@@H](CC1=CC=C(C=C1)O)C(=O)O